1-(5-(benzyloxy)-2-bromo-4-methoxyphenyl)-1-(tert-butyl)hydrazine C(C1=CC=CC=C1)OC=1C(=CC(=C(C1)N(N)C(C)(C)C)Br)OC